NC1=CC(=NC(=C1C=1C(=NN(C1C)COCC[Si](C)(C)C)C)F)NC(=O)[C@H](C(C1CC1)C1CC1)NC(OC(C)(C)C)=O tert-butyl N-[(1S)-1-[[4-amino-5-[3,5-dimethyl-1-(2-trimethylsilylethoxymethyl)pyrazol-4-yl]-6-fluoro-2-pyridyl]carbamoyl]-2,2-dicyclopropyl-ethyl]carbamate